4-isobutylphenyl-(p-tolyl)iodonium bis[1,3-dimethyl-3-(tert-amylperoxy)butyl]carbonate CC(CC(C)(OOC(C)(C)CC)C)OC(OC(CC(C)(OOC(C)(C)CC)C)C)=O.C(C(C)C)C1=CC=C(C=C1)[I+]C1=CC=C(C=C1)C